N[C@H](CC(=O)O)CCC (S)-3-aminocaproic acid